N-[5-(3,5-difluorobenzyl)-1H-indazol-3-yl]-4-(4-methyl-piperazin-1-yl)-2-(tetrahydropyran-4-ylamino)-benzylamide FC=1C=C(CC=2C=C3C(=NNC3=CC2)[N-]CC2=C(C=C(C=C2)N2CCN(CC2)C)NC2CCOCC2)C=C(C1)F